CC1(N(CCC1)CCNS(=O)(=O)C=1C=C(C(=NC1)C)NC(=O)C=1C=NN2C1SC(=C2)C=2C=NN(C2)C)C N-(5-(N-(2-(2,2-dimethylpyrrolidin-1-yl)ethyl)sulfamoyl)-2-methylpyridin-3-yl)-2-(1-methyl-1H-pyrazol-4-yl)pyrazolo[5,1-b]thiazole-7-carboxamide